3,5-dichloro-N-(4-(N-(4-cyanophenyl)sulfamoyl)phenyl)benzenesulfonamide methyl-6-(but-2-yn-1-ylamino)-5-nitropyridinecarboxylate COC(=O)C1=NC(=C(C=C1)[N+](=O)[O-])NCC#CC.ClC=1C=C(C=C(C1)Cl)S(=O)(=O)NC1=CC=C(C=C1)S(NC1=CC=C(C=C1)C#N)(=O)=O